C(C1=CC=CC=C1)(C1=CC=CC=C1)=NC(C(=O)OCC)CC(C(C)=O)C1=C(C(=CC(=C1)F)F)F Ethyl 2-(benzhydrylideneamino)-5-oxo-4-(2,3,5-trifluorophenyl)hexanoate